3-chloro-N-(1-(5-(3-cyano-6-(3-hydroxy-3-methylbut-1-yn-1-yl)pyrazolo[1,5-a]pyridin-4-yl)pyridin-2-yl)-4-methylpiperidin-4-yl)methylpyridine ClC=1CN(C=CC1)CC1(CCN(CC1)C1=NC=C(C=C1)C=1C=2N(C=C(C1)C#CC(C)(C)O)N=CC2C#N)C